3-methyl-1-pentyl acrylate C(C=C)(=O)OCCC(CC)C